N[C@@H]([C@@H](C(=O)N[C@H](C(=O)NCCCCCCOC1=C(C=C2C(=NC(=NC2=C1)C)N[C@H](C)C1=CC(=CC=C1)Br)OC)CC(C)C)O)CC1=CC=CC=C1 (S)-2-((2S,3R)-3-amino-2-hydroxy-4-phenylbutanamido)-N-(6-((4-(((R)-1-(3-bromophenyl)ethyl)amino)-6-methoxy-2-methylquinazolin-7-yl)oxy)hexyl)-4-methyl-pentanamide